2-((5-bromo-2-chloropyridin-4-yl)oxy)ethan-1-ol methyl-1-(4-carbamoyl-5-fluoro-pyrimidin-2-yl)-4-fluoro-piperidine-4-carboxylate CC1N(CCC(C1)(C(=O)OCCOC1=CC(=NC=C1Br)Cl)F)C1=NC=C(C(=N1)C(N)=O)F